BrC1=CC2=C(C(N(N=C2C2CC2)CC(=O)OCC)=O)S1 ethyl 2-(2-bromo-4-cyclopropyl-7-oxo-thieno[2,3-d]pyridazin-6-yl)acetate